C1(CC1)N1C[C@H](CC1)N1CCC2=C1N=NC(=C2)C2=C(C=C(C=C2C)C(F)(F)F)O (S)-2-[7-(1-cyclopropylpyrrolidin-3-yl)-5,6-dihydropyrrolo[2,3-c]pyridazin-3-yl]-3-methyl-5-(trifluoromethyl)phenol